C[C@@H](C(C)C)N1C(C=CC2=C1N=C(N=C2)N[C@@H](C)C2=CC=C(C=C2)OC2CCNCC2)=O 8-((S)-1,2-dimethyl-propyl)-2-{(S)-1-[4-(piperidin-4-yloxy)-phenyl]-ethylamino}-8H-pyrido[2,3-d]pyrimidin-7-one